[F-].F[B-](F)(F)F.[Na+] Sodium tetrafluoroborate fluoride